12-hydroxyl-(cis)-9-octadecenoic acid OC(C\C=C/CCCCCCCC(=O)O)CCCCCC